O=CCNC(OC(C)(C)C)=O tert-butyl (2-oxoethyl)carbamate